methyl-7,8-dihydro-2H-chromen-2,5(6H)-dione CC=1C(OC=2CCCC(C2C1)=O)=O